C(CCC\C=C/CCCCCCCCCCCC)(=O)O (Z)-5-octadecenoic acid